N1C=CC2=NC(=CC=C21)OC=2C=C(C=CC2)C=2NC(=CN2)C(O)C=2C=NN(C2)C (2-(3-((1H-pyrrolo[3,2-b]pyridin-5-yl)oxy)phenyl)-1H-imidazol-5-yl)(1-methyl-1H-pyrazol-4-yl)methanol